CS(=O)(=O)N1[C@@H](CCC1)C(=O)O (methylsulfonyl)-L-prolin